C1(CCC1)N1N=CC(=C1)C=1C(=C(C(=CC1)O)N1CC(NS1(=O)=O)=O)F 5-(3-(1-cyclobutyl-1H-pyrazol-4-yl)-2-fluoro-6-hydroxyphenyl)-1,2,5-thiadiazolidin-3-one 1,1-dioxide